FC1=C2C(=CNC2=CC=C1)C=CC(=O)O 3-(4-fluoro-1H-indol-3-yl)acrylic acid